Hexanecarbonitrile C(CCCCC)C#N